(E)-1-(2-Hydroxy-4-methyl-6-phenylmethoxyphenyl)-3-(4-phenylmethoxyphenyl)prop-2-en-1-one OC1=C(C(=CC(=C1)C)OCC1=CC=CC=C1)C(\C=C\C1=CC=C(C=C1)OCC1=CC=CC=C1)=O